2,5-dimethoxy-4-isopropoxyphenethylamine COC1=C(CCN)C=C(C(=C1)OC(C)C)OC